2,3,5-trichloro-4-ethylnitrobenzene ClC1=C(C=C(C(=C1Cl)CC)Cl)[N+](=O)[O-]